1-[(1RS,6SR)-2,2,6-Trimethylcyclohexyl]-3-hexanol CC1([C@@H]([C@H](CCC1)C)CCC(CCC)O)C |r|